(Z)-1-(4-amino-2-fluorobut-2-en-1-yl)-4-(3-(N-cyclopropylsulfamoyl)phenyl)-2-methyl-1H-benzo[d]imidazole-6-carboxylic acid methyl ester COC(=O)C=1C=C(C2=C(N(C(=N2)C)C/C(=C/CN)/F)C1)C1=CC(=CC=C1)S(NC1CC1)(=O)=O